pentane-1,1-diol C(CCCC)(O)O